C(CCCCCCCCCCC)(=O)O.C(CCCCCCCCCCC)(=O)O.N1=C(C)C(O)=C(CO)C(CO)=C1 pyridoxine dilaurate